NC1=NNC2=C(C=C(C(=C12)OC1=C(C=CC(=C1)F)Cl)NC(C1=CC(=CC(=C1)C(F)(F)F)F)=O)C1=CC=NN1C N-(3-Amino-4-(2-chloro-5-fluorophenoxy)-7-(1-methyl-1H-pyrazol-5-yl)-1H-indazol-5-yl)-3-fluoro-5-(trifluoromethyl)benzamide